C(C)(C)(C)OC(=O)N1CCC(CC1)O[C@@H]1C[C@H](N(C1)C)COC=1C=C(C(C(=O)O)=CC1)C(=O)O 4-(((2S,4R)-4-((1-(tert-butoxycarbonyl)piperidin-4-yl)oxy)-1-methylpyrrolidin-2-yl)methoxy)phthalic acid